C(C)(C)(C)OC(=O)N1C[C@@H](OCC1)CCC(C1=C(C(=C(C=C1F)C(=O)OC)F)F)=O (S)-2-(3-oxo-3-(2,3,6-trifluoro-4-(methoxycarbonyl)phenyl)propyl)morpholine-4-carboxylic acid tert-Butyl ester